C(C)(C)(C)OC(=O)NCC1(CCN(CC1)C=1N=CC(=NC1)SC=1C(=C(C=CC1)NC(CCCC1CCN(CC1)C1=NC=C(C=N1)C(=O)O)=O)Cl)C 2-(4-(4-((3-((5-(4-(((tert-butoxycarbonyl)amino)methyl)-4-methylpiperidin-1-yl)pyrazin-2-yl)thio)-2-chlorophenyl)amino)-4-oxobutyl)piperidin-1-yl)pyrimidine-5-carboxylic acid